4-(4-Amino-7-((2R,3R,4S,5S)-5-((((5-(benzo[d][1,3]dioxol-5-yl)-3-methylisoxazol-4-yl)methyl)thio)methyl)-3,4-dihydroxytetrahydrofuran-2-yl)-7H-pyrrolo[2,3-d]pyrimidin-5-yl)benzonitrile NC=1C2=C(N=CN1)N(C=C2C2=CC=C(C#N)C=C2)[C@@H]2O[C@@H]([C@H]([C@H]2O)O)CSCC=2C(=NOC2C2=CC1=C(OCO1)C=C2)C